L-2-Amino-butyric acid N[C@H](C(=O)O)CC